O1C(=CC=C1)C(C1=CC=CC=C1)O (furan-2-yl)benzyl alcohol